P(=O)([O-])([O-])[O-].[Na+].F[V+4] fluorovanadium sodium phosphate